FC1=C2C(=NC=3N(C2=CC=C1F)C=NN3)NC3=CC(=CC(=C3)C#CC3(CC3)C)F 6,7-difluoro-N-(3-fluoro-5-((1-methylcyclopropyl)ethynyl)phenyl)-[1,2,4]triazolo[4,3-a]quinazolin-5-amine